6'-({3-[(pyrimidin-4-yl)methyl]piperidin-1-yl}methyl)-2',3'-dihydrospiro[cyclohexane-1,1'-indene]-4-carboxylic acid N1=CN=C(C=C1)CC1CN(CCC1)CC1=CC=C2CCC3(C2=C1)CCC(CC3)C(=O)O